O.FC=1C=CC=C2[C@@H](N(C(=NC12)N1CCN(CC1)C1=CC(=CC=C1)OC)C1=C(C(=CC=C1)C(F)(F)F)OC)CC(=O)[O-].[Na+] sodium (S)-{8-fluoro-2-[4-(3-methoxyphenyl)piperazine-1-yl]-3-[2-methoxy (trifluoromethyl)phenyl]-3,4-dihydroquinazoline-4-yl}acetate monohydrate